di([1,1'-biphenyl]-4-yl)phosphino-amine C1(=CC=C(C=C1)P(C1=CC=C(C=C1)C1=CC=CC=C1)N)C1=CC=CC=C1